2,2-dibromo-3-nitrilopropioamide BrC(C(=O)N)(C#N)Br